4-oxo-5-((2,4,6-trifluorobenzyl)carbamoyl)-1,4-dihydropyridine-2-carboxylic acid methyl ester COC(=O)C=1NC=C(C(C1)=O)C(NCC1=C(C=C(C=C1F)F)F)=O